C(C)(=O)OC1=C(C=C(C(=O)O)C=C1Cl)Cl 4-acetoxy-3,5-dichlorobenzoic acid